(S)-N-(tert-butyl)-2,2-difluoro-4-(4-methyl-5-oxocyclohex-3-en-1-yl)pent-4-enamide C(C)(C)(C)NC(C(CC(=C)[C@H]1CC=C(C(C1)=O)C)(F)F)=O